ClC1=CC=C(C=C1)C1=C(CCC(C1)(C)C)CN1CC2N(C(C1)C2)C=2C=C1C(N(C(C1=CC2)=O)C2C(NC(CC2)=O)=O)=O 5-(3-((4'-chloro-5,5-dimethyl-3,4,5,6-tetrahydro-[1,1'-biphenyl]-2-yl)methyl)-3,6-diazabicyclo[3.1.1]heptane-6-yl)-2-(2,6-dioxopiperidin-3-yl)isoindoline-1,3-dione